C#CCCCC#C.[Co] cobalt (1,6-heptadiyne)